(S)-tert-butyl 2-((S)-2,2-dimethylcyclopropanecarbonyl)-6-(5-(trifluoromethyl)benzo[d]thiazol-7-yl)-2,6-diazaspiro[3.4]octane-8-carboxylate CC1([C@H](C1)C(=O)N1CC2(C1)CN(C[C@H]2C(=O)OC(C)(C)C)C2=CC(=CC=1N=CSC12)C(F)(F)F)C